1-((1-Propoxypropan-2-yl)oxy)-propan-2-amin C(CC)OCC(C)OCC(C)N